P(=O)(O)(O)OC[C@@H](COC(CCCCCCCCCCCCCCC)=O)OC(CCCCCCCCCCCCCCC)=O 1,2-dihexadecanoyl-sn-glycerol 3-phosphate